SC1=C(C#N)C=CC=C1 2-sulfanylbenzonitrile